Tantalum(III) Oxide [O-2].[Ta+3].[O-2].[O-2].[Ta+3]